1-cyclopropyl-N-(1-(5-methoxy-1,2,3,4-tetrahydronaphthalen-1-yl)azetidin-3-yl)-1H-1,2,3-triazole-4-carboxamide C1(CC1)N1N=NC(=C1)C(=O)NC1CN(C1)C1CCCC2=C(C=CC=C12)OC